C(C)(C)(C)OC(=O)N[C@H](COCC1=CC=CC=C1)C(=O)O N-(tert-butoxycarbonyl)-O-(benzyl)-D-serine